NC1(CCN(CC1)C1=NC(=C2C(=N1)NN=C2C2=C(C1=C(N(N=C1C=C2)C)Cl)Cl)C#N)CC(F)F 6-(4-amino-4-(2,2-difluoroethyl)piperidin-1-yl)-3-(3,4-dichloro-2-methyl-2H-indazol-5-yl)-1H-pyrazolo[3,4-d]pyrimidine-4-carbonitrile